ClC=1C=C(C=CC1F)NC(N(CC1=CNC(C2=CC=CC=C12)=O)CC1CC1)=O (S)-3-(3-chloro-4-fluorophenyl)-1-(cyclopropylmethyl)-1-((1-oxo-1,2-dihydroisoquinolin-4-yl)methyl)urea